FC=1C=NC(=NC1)[C@@]12CCCC[C@@H]2C1 (1R,6S)-6-(5-fluoropyrimidin-2-yl)bicyclo[4.1.0]Heptan